(2-(2,6-dioxopiperidin-3-yl)-7-methoxy-3-oxoisoindolin-5-yl)methyl (6-(tert-butyl) pyridin-3-yl)carbamate C(C)(C)(C)C1=CC=C(C=N1)NC(OCC=1C=C2C(N(CC2=C(C1)OC)C1C(NC(CC1)=O)=O)=O)=O